COC=1C=CC2=C(C(OC3=C2C=CC(=C3)OCCCCCN3CCC(CC3)C)=O)C1 8-methoxy-3-((5-(4-methylpiperidin-1-yl)pentyl)oxy)-6H-benzo[c]benzopyran-6-one